CC(=C)C(=O)OC1C[C@H]2CC[C@@H]1C2 norbornyl methacrylate